FC=1C(=NC(=CC1)OC)C(=O)N1C2CN(CC1CC2)CC2=C(N=C1N2C=CC=N1)C1=CC=C(C=C1)C(C)C (3-fluoro-6-methoxypyridin-2-yl)(3-{[2-(4-isopropylphenyl)imidazo-[1,2-a]pyrimidin-3-yl]methyl}-3,8-diazabicyclo[3.2.1]oct-8-yl)methanone